2-(4-fluoropiperidin-4-yl)-6-(2-methyl-2H-indazol-5-yl)benzo[d]thiazole hydrochloride Cl.FC1(CCNCC1)C=1SC2=C(N1)C=CC(=C2)C2=CC1=CN(N=C1C=C2)C